carbonic acid-1,2-butylene ester C1C(CC)OC(O1)=O